(R) or (S)-methyl 2-[[1-[3-[(2,2-difluoro-1,3-benzodioxol-5-yl)-methyl-carbamoyl]phenyl]-3-(trifluoromethyl)-4,5,6,7-tetrahydroindazol-7-yl]oxy]pyridine-4-carboxylate FC1(OC2=C(O1)C=CC(=C2)N(C(=O)C=2C=C(C=CC2)N2N=C(C=1CCC[C@H](C21)OC2=NC=CC(=C2)C(=O)OC)C(F)(F)F)C)F |o1:26|